N'-benzoyl-4-oxo-4H-benzopyran-2-carbohydrazide C(C1=CC=CC=C1)(=O)NNC(=O)C=1OC2=C(C(C1)=O)C=CC=C2